FC(C=1C=CC(=NC1)C1=CN=C(C2=NC=CN=C21)N[C@@H]2CN(CC2)C(=O)OC(C)(C)C)(F)F tert-butyl (S)-3-((8-(5-(trifluoromethyl)pyridin-2-yl)pyrido[3,4-b]pyrazin-5-yl)amino)pyrrolidine-1-carboxylate